2-chloromethyl-4-nitro-3,5-dimethylpyridine-N-oxide ClCC1=[N+](C=C(C(=C1C)[N+](=O)[O-])C)[O-]